1-(4-cyano-3-(trifluoromethyl)phenyl)-N-(5-(2-(4-(piperazin-1-ylmethyl)piperidin-1-yl)ethyl)pyridin-2-yl)piperidine-4-carboxamide C(#N)C1=C(C=C(C=C1)N1CCC(CC1)C(=O)NC1=NC=C(C=C1)CCN1CCC(CC1)CN1CCNCC1)C(F)(F)F